S1CC1 thiirane